3-hydroxy-N-(3-(7H-pyrrolo[2,3-d]pyrimidin-4-yl)phenyl)pyrrolidine-1-carboxamide OC1CN(CC1)C(=O)NC1=CC(=CC=C1)C=1C2=C(N=CN1)NC=C2